BrC1=CC=C(C=C1)NC(CO)=O N-(4-bromophenyl)-2-hydroxyacetamide